C1=CC=C2[C@H]([C@@H](C=CC2=C1)SC[C@@H](C(=O)NCC(=O)O)NC(=O)CC[C@@H](C(=O)O)N)O (1R)-Hydroxy-(2R)-glutathionyl-1,2-dihydronaphthalene